ClC1=CC=C(CN2C3(CCN(C3)C(CC)=O)C(N(CC2=O)C2=C(C=C(C#N)C=C2)F)=O)C=C1 4-(6-(4-chlorobenzyl)-7,10-dioxo-2-propionyl-2,6,9-triazaspiro[4.5]decan-9-yl)-3-fluorobenzonitrile